dimethylsilyl(4,5,6,7-tetrahydro-1-indenyl)zirconium C[SiH](C)[Zr]C1C=CC=2CCCCC12